[Na+].C(CCCC)NC(=O)C=1N=C(OC1)[C@H]1[C@H]([C@@H]2CC[C@H]1O2)CC2=C(C=CC=C2)CCC(=O)[O-] 3-[2-[[(1s,2r,3s,4r)-3-[4-(pentylcarbamoyl)-1,3-oxazol-2-yl]-7-oxabicyclo[2.2.1]heptan-2-yl]methyl]phenyl]propanoic acid monosodium salt